O[C@H]([C@H](CC1=CC=CC=C1)NC([O-])=O)C[C@H](CC1=CC=CC=C1)NC([C@H](C(C)C)NC(N(CC=1N=C(SC1)C(C)C)C)=O)=O [(2S,3S,5S)-3-hydroxy-5-[(2S)-3-methyl-2-{[methyl({[2-(propan-2-yl)-1,3-thiazol-yl]methyl})carbamoyl]amino}butan-amido]-1,6-diphenylhexan-2-yl]carbamate